methyl (5-((4-bromobenzyl) oxy)-4-oxo-4H-chromene-2-carbonylamino)-D-tryptophanate BrC1=CC=C(COC2=C3C(C=C(OC3=CC=C2)C(=O)NN[C@H](CC2=CNC3=CC=CC=C23)C(=O)OC)=O)C=C1